2-(piperidin-1-ylmethyl)pyridine N1(CCCCC1)CC1=NC=CC=C1